7-(oxetan-2-ylmethyl)-7H-imidazo[4,5-c]Pyridazine-3-carboxylic acid O1C(CC1)CN1C=NC2=C1N=NC(=C2)C(=O)O